6-((4-(2-(4-chloro-2-fluorophenyl)-2-methylbenzo[d][1,3]dioxol-4-yl)piperidin-1-yl)methyl)-N'-hydroxy-5-methylnicotinimidamide ClC1=CC(=C(C=C1)C1(OC2=C(O1)C=CC=C2C2CCN(CC2)CC2=NC=C(C(N)=NO)C=C2C)C)F